FC=1C(=NC=CC1)C1=CC=C(CNC2=CC(=NC=3N2N=CC3C(C)C)NC[C@@H]3[C@H](CNCC3)O)C=C1 (3R,4R)-4-(((7-((4-(3-fluoropyridin-2-yl)benzyl)amino)-3-isopropylpyrazolo[1,5-a]pyrimidin-5-yl)amino)methyl)piperidin-3-ol